tert-butyl (E)-6-(2-(5-cyclopropyl-3-(3,5-dichloropyridin-4-yl)isoxazol-4-yl)vinyl)-2-azaspiro[3.3]heptane-2-carboxylate C1(CC1)C1=C(C(=NO1)C1=C(C=NC=C1Cl)Cl)/C=C/C1CC2(CN(C2)C(=O)OC(C)(C)C)C1